OC(CN1C[C@@H]2[C@H](C1)CC(C2)OC2=CC=C(C=C2)OC)C2=CC=C(C(=N2)OC)O rac-6-(1-hydroxy-2-((3aR,5s,6aS)-5-(4-methoxyphenoxy)hexahydrocyclopenta[c]pyrrol-2(1H)-yl)ethyl)-2-methoxypyridin-3-ol